ClC=1C=CC(=C(C1)C=1N=C(SC1NC(=O)C=1C=NN2C1N=CC=C2)N2CCC(CC2)N(C)C)OC(F)F Pyrazolo[1,5-a]pyrimidine-3-carboxylic acid [4-(5-chloro-2-difluoromethoxy-phenyl)-2-(4-dimethylamino-piperidin-1-yl)-thiazol-5-yl]-amide